C1=CC(=C(C(=C1)Cl)N)C2=CNC=C2 The molecule is a member of the class of pyrroles carrying a 2-amino-3-chlorophenyl substituent at position 3. It has a role as a bacterial metabolite. It is a member of pyrroles, a member of monochlorobenzenes, a substituted aniline and an indole alkaloid.